(R)-3-Aminobutanamide hydrochloride hydrochloride Cl.Cl.N[C@@H](CC(=O)N)C